BrC1=CC(=C(S1)CC(C#N)N=C(C1=CC=CC=C1)C1=CC=CC=C1)F 3-(5-Bromo-3-fluorothiophen-2-yl)-2-((diphenylmethylene)amino)propionitrile